N=1SN=C2C1C=CC=C2S(=O)(=O)N2CCC(CC2)(C(=O)NC=2C=CC1=C(N=CS1)C2)C 1-(benzo[c][1,2,5]thiadiazol-4-ylsulfonyl)-N-(benzo[d]thiazol-5-yl)-4-methylpiperidine-4-carboxamide